2,4-dimethylquinazolin CC1=NC2=CC=CC=C2C(=N1)C